FC1=C(C(=CC=C1)F)C1=N[C@H](C(NC=2SC=3OCCOCC3C12)=S)C (13S)-15-(2,6-difluorophenyl)-13-methyl-4,7-dioxa-9-thia-11,14-diazatricyclo[8.5.0.02,8]pentadec-1(10),2(8),14-triene-12-thione